tert-Butyl (4-(8-amino-3-(4-methyloxazol-2-yl)imidazo[1,5-a]pyrazin-1-yl)-2-methoxyphenyl)carbamate NC=1C=2N(C=CN1)C(=NC2C2=CC(=C(C=C2)NC(OC(C)(C)C)=O)OC)C=2OC=C(N2)C